tert-Butyl 8-chloro-7-(2-{[4-(ethoxycarbonyl)-3-methylphenyl]amino}-5H,6H,7H,8H-pyrido[3,4-d]pyrimidin-7-yl)-1H,2H,3H-pyrido[2,3-b][1,4]oxazine-1-carboxylate ClC1=C(C=NC=2OCCN(C21)C(=O)OC(C)(C)C)N2CC=1N=C(N=CC1CC2)NC2=CC(=C(C=C2)C(=O)OCC)C